tert-butyl ((2-(6-(cyclopropanecarboxamido)-1-(methylamino)-2,7-naphthyridin-4-yl)benzo[d]oxazol-5-yl)methyl)(methyl)carbamate C1(CC1)C(=O)NC=1C=C2C(=CN=C(C2=CN1)NC)C=1OC2=C(N1)C=C(C=C2)CN(C(OC(C)(C)C)=O)C